6-morpholinobenzo[d]thiazol-2-amine O1CCN(CC1)C1=CC2=C(N=C(S2)N)C=C1